1,3,5-tris-(3,5-di-t-butyl-4-hydroxybenzyl)-1,3,5-triazine-2,4,6(1h,3h,5h)-trione C(C)(C)(C)C=1C=C(CN2C(N(C(N(C2=O)CC2=CC(=C(C(=C2)C(C)(C)C)O)C(C)(C)C)=O)CC2=CC(=C(C(=C2)C(C)(C)C)O)C(C)(C)C)=O)C=C(C1O)C(C)(C)C